di-n-amyl-benzhydryl-ammonium hydroxide [OH-].C(CCCC)[NH+](C(C1=CC=CC=C1)C1=CC=CC=C1)CCCCC